2-methyl-5-[7-(3,4,5-trimethoxyphenyl)-3H-benzo[d]imidazol-5-yl]phenol CC1=C(C=C(C=C1)C1=CC2=C(N=CN2)C(=C1)C1=CC(=C(C(=C1)OC)OC)OC)O